(S)-1'-(6-amino-5-((2-amino-3-chloropyridin-4-yl)thio)pyrazin-2-yl)-1,3-dihydrospiro[indene-2,4'-piperidine]-1,6-diamine NC1=C(N=CC(=N1)N1CCC2(CC1)[C@@H](C1=CC(=CC=C1C2)N)N)SC2=C(C(=NC=C2)N)Cl